(3-(6-chloro-4-(trifluoromethyl)pyridin-2-yl)phenyl)-2,2-dimethylpropionic acid tert-butyl ester C(C)(C)(C)OC(C(CC1=CC(=CC=C1)C1=NC(=CC(=C1)C(F)(F)F)Cl)(C)C)=O